Cl.C(C)OC(C1=CN=C(C=C1)NCC1=CC(=CC=C1)OC)=O 6-(3-methoxybenzylamino)nicotinic acid ethyl ester hydrochloride